naphtho[1,2-d]thiazole N1=CSC2=C1C1=CC=CC=C1C=C2